tert-Butyl-4-[2-chloro-5-(ethoxycarbonyl)phenyl]piperazine C(C)(C)(C)N1CCN(CC1)C1=C(C=CC(=C1)C(=O)OCC)Cl